BrC1=CC2=C(C(=N1)NC=1C=CC(=C(C(=O)NC)C1)C)N(C=N2)[C@@H](C)CC (S)-5-((6-bromo-3-(sec-butyl)-3H-imidazo[4,5-c]pyridin-4-yl)amino)-N,2-dimethylbenzamide